ClC1=CC(=C(C=C1)C1=CC=C(C=C1)N1CCN(CC1)C1CC1)N1CC(CCC1)N1N=CC(=C1C(F)F)C(=O)OCC Ethyl 1-{1-[4-chloro-4'-(4-cyclopropylpiperazin-1-yl)[1,1'-biphenyl]-2-yl]piperidin-3-yl}-5-(difluoromethyl)-1H-pyrazole-4-carboxylate